NCCC1CCN(CC1)CC1=CC=C(CN2C=CC=3C2=CC=C2C=NC(=NC32)N)C=C1 7-(4-((4-(2-aminoethyl)piperidin-1-yl)methyl)benzyl)-7H-pyrrolo[2,3-H]Quinazolin-2-amine